(Z)-non-6-en-1-ol C(CCCC\C=C/CC)O